(2S,4R)-4-fluoro-N-[(S)-[3-fluoro-4-(propan-2-yl)phenyl](phenyl)methyl]-1-[(2S)- or (2R)-2-(1H-imidazol-1-yl)propanoyl]pyrrolidine-2-carboxamide F[C@@H]1C[C@H](N(C1)C([C@H](C)N1C=NC=C1)=O)C(=O)N[C@@H](C1=CC=CC=C1)C1=CC(=C(C=C1)C(C)C)F |o1:7|